FC=1C=CC=C2C(N(C(NC12)=O)C1=C(C(=CC=C1)C1=CC=C2N1C1=CC=C(C=C1NC2=O)CO)C)=O 8-fluoro-3-(3-(7-(hydroxymethyl)-4-oxo-4,5-dihydropyrrolo[1,2-a]quinoxalin-1-yl)-2-methylphenyl)quinazoline-2,4(1H,3H)-dione